3,3-dimethyl-N-(4-methyl-2-(2-(trifluoromethyl)-6,7-dihydropyrazolo[1,5-a]pyrazin-5(4H)-yl)pyrimidin-5-yl)butanamide CC(CC(=O)NC=1C(=NC(=NC1)N1CC=2N(CC1)N=C(C2)C(F)(F)F)C)(C)C